FC1(C(CNC1)OC1=CC=CC(=N1)C1=NC2=CC(=NC=C2C=C1)CNC(C1=CC(=C(C=C1)C)S(=O)(=O)C)=O)F N-((2-(6-((4,4-difluoropyrrolidin-3-yl)oxy)pyridin-2-yl)-1,6-naphthyridin-7-yl)methyl)-4-methyl-3-(methylsulfonyl)benzamide